(R)-2-((1-(2-cyano-7-methyl-3-(4-(4-methylthiazol-2-yl)piperazin-1-yl)-quinoxalin-5-yl)ethyl)amino)benzoic acid C(#N)C1=NC2=CC(=CC(=C2N=C1N1CCN(CC1)C=1SC=C(N1)C)[C@@H](C)NC1=C(C(=O)O)C=CC=C1)C